diphenylphosphonium dichloride [Cl-].[Cl-].C1(=CC=CC=C1)[PH2+]C1=CC=CC=C1.C1(=CC=CC=C1)[PH2+]C1=CC=CC=C1